CNCC1=C(C=CC=C1)C1=CC=CS1 5-{2-[(methylamino)methyl]phenyl}thiophen